trans-4-formyl-N-(6-(1-methyl-1H-1,2,3-triazol-4-yl)isoquinolin-3-yl)cyclohexane-1-carboxamide C(=O)[C@@H]1CC[C@H](CC1)C(=O)NC=1N=CC2=CC=C(C=C2C1)C=1N=NN(C1)C